N-[5-Chloro-6-(6,7-dimethoxy-quinolin-4-yloxy)-pyridin-3-yl]-2,2-difluoro-N'-(4-fluoro-phenyl)-malonamide ClC=1C=C(C=NC1OC1=CC=NC2=CC(=C(C=C12)OC)OC)NC(C(C(=O)NC1=CC=C(C=C1)F)(F)F)=O